N[C@@H](CC1=CNC=N1)C(=O)[O-].N1C=[NH+]C=C1 imidazolium histidine salt